ClC1=C2CCN([C@@H](C2=C(C=C1)OCC=1N=NN(C1)C)CN1C(CCC1)=O)C(=O)[C@H]1[C@](CCCC1)(C(=O)NC)C (1S,2R)-2-((S)-5-chloro-8-((1-methyl-1H-1,2,3-triazol-4-yl)methoxy)-1-((2-oxopyrrolidin-1-yl)methyl)-1,2,3,4-tetrahydroisoquinoline-2-carbonyl)-N,1-dimethylcyclohexane-1-carboxamide